FC1=CC=C(C=C1)CCCNC(C)C1=CC(=CC=C1)OC N-(3-(4-fluorophenyl)propyl)-1-(3-methoxyphenyl)ethylamine